(2S,5R)-5-[(benzyloxy)amino]-piperidine-2-carboxamide C(C1=CC=CC=C1)ON[C@@H]1CC[C@H](NC1)C(=O)N